6-Bromo-5-methoxy-3-(2-(pyrrolidin-1-yl)ethyl)benzo[d]oxazol-2(3H)-one BrC1=CC2=C(N(C(O2)=O)CCN2CCCC2)C=C1OC